CC(C)([2H])N1C=CC=2C1=NC=C(C2)C(=O)O 1-(propan-2-yl-2-d)-1H-pyrrolo[2,3-b]pyridine-5-carboxylic acid